Methyl 2,5-dichloro-6-[(R)-2-(3-chloro-2-hydroxy-propoxy)-1-methyl-ethylamino]-pyrimidine-4-carboxylate ClC1=NC(=C(C(=N1)C(=O)OC)Cl)N[C@@H](COCC(CCl)O)C